FC=1C=CC(=NC1)[C@@H](C)NC(=O)NC1=CC=C(C=C1)[C@@H](C)N1C(=NC=C1)C |o1:19| 1-((R)-1-(5-fluoropyridin-2-yl)ethyl)-3-(4-((R*)-1-(2-methyl-1H-imidazol-1-yl)ethyl)phenyl)urea